BrC1=CC=C(C=C1)N1[13C](CCC1)=O N-(4-bromophenyl)pyrrolidin-2-one-13C